C(C1=CC=CC=C1)C=1C=C(SC1)B1OC(C(O1)(C)C)(C)C 2-(4-benzylthiophen-2-yl)-4,4,5,5-tetramethyl-1,3,2-dioxaborolane